N1N=CC=2C1=NC=C(C2)C2=NNC=C2C2=NC=NC1=CC(=CC=C21)C=2C=NN(C2)C 4-(3-(1H-pyrazolo[3,4-b]pyridin-5-yl)-1H-pyrazol-4-yl)-7-(1-methyl-1H-pyrazol-4-yl)quinazoline